C(#N)C1=CC=C2C(=C(NC2=C1)C(=O)N1CCC(CC1)CCNC(OC(C)(C)C)=O)[N+](=O)[O-] tert-Butyl (2-(1-(6-cyano-3-nitro-1H-indole-2-carbonyl)piperidin-4-yl)ethyl)carbamate